FC1=CC=C(C=C1)C=1N=C(N(C1)CC(=O)N1CCN(CC1)C(=O)OC(C)(C)C)C tert-butyl 4-{2-[4-(4-fluorophenyl)-2-methyl-1H-imidazol-1-yl]acetyl}piperazine-1-carboxylate